N-[2-(2-Aminopyridin-4-yl)-[1,3]thiazolo[5,4-c]pyridin-6-yl]-4-methyl-6-[(3S)-pyrrolidin-3-yloxy]pyridin-2-amine NC1=NC=CC(=C1)C=1SC=2C=NC(=CC2N1)NC1=NC(=CC(=C1)C)O[C@@H]1CNCC1